S1C(=CC=C1)S(=O)(=O)N1CC(CC1)C=O (1-(thiophen-2-ylsulfonyl)pyrrolidin-3-yl)methanone